S1SC=CC=2CC3=CC=CC=C3C(C12)=O dithiaanthrone